8-(6-{N-[3-(2-Oxo-1-pyrrolidinyl)propyl](6-chloro-3-pyridyl)carbonylamino}-3-pyridyl)-1-(2-methoxyethyl)-3-propylxanthine O=C1N(CCC1)CCCN(C1=CC=C(C=N1)C1=NC=2N(C(N(C(C2N1)=O)CCOC)=O)CCC)C(=O)C=1C=NC(=CC1)Cl